(R)-S-adenosyl-L-methionine [C@@H]1([C@H](O)[C@H](O)[C@@H](C[S+](CC[C@@H](N)C(=O)O)C)O1)N1C=NC=2C(N)=NC=NC12